C(C)OC(=O)[C@@H]1C=CC2=CC(CC(N12)=O)=O (3S,8aR)-5,7-dioxoindolizine-3-carboxylic acid ethyl ester